3-Bromo-1-(trans-4-ethoxycyclohexyl)-1H-pyrazol-4-amine BrC1=NN(C=C1N)[C@@H]1CC[C@H](CC1)OCC